NC1CCC(CC1)C1=CN(C2=C1C=NC(=C2)NC(C)=O)C2=NC(=CC(=C2)C)[C@]2(COCC2)OC N-(3-((1r,4R)-4-aminocyclohexyl)-1-(6-((R)-3-Methoxytetrahydrofuran-3-yl)-4-methylpyridin-2-yl)-1H-pyrrolo[3,2-c]pyridin-6-yl)acetamide